C(C=C)C1=C(C(=CC=C1)Br)OCC1=CC=CC=C1 1-allyl-2-(benzyloxy)-3-bromobenzene